C[C@@H]1CC2=C(N=C(N(C2=O)C=2C=NC(=CC2)C(NC)=O)S(=O)C)CN1C(=O)OC(C)(C)C (6R)-tert-Butyl 6-methyl-3-(6-(methylcarbamoyl) pyridin-3-yl)-2-(methylsulfinyl)-4-oxo-3,4,5,6-tetrahydropyrido[3,4-d]pyrimidine-7(8H)-carboxylate